9-fluoro-3-[2-(1-{[5-methyl-3-(trifluoromethyl)-1H-pyrazol-1-yl]acetyl} piperidin-4-yl)-1,3-thiazol-4-yl]-1,5-dihydro-2,4-benzodioxepin-6-yl methanesulfonate CS(=O)(=O)OC1=CC=C(C=2COC(OCC21)C=2N=C(SC2)C2CCN(CC2)C(CN2N=C(C=C2C)C(F)(F)F)=O)F